ClC1=NC=NN2C1=CC(=C2)CN2C(N(C=CC2=O)C(=O)OC(C)(C)C)=O tert-butyl 3-((4-chloropyrrolo[2,1-f][1,2,4]triazin-6-yl)methyl)-2,4-dioxo-3,4-dihydropyrimidine-1(2H)-carboxylate